NCC1=CC(=C(C=C1)NC(=O)C1=CC2=C(OCCC3=C2SC=C3)C=C1C=1C(=NC(=C(C1)C)C(NCCC)=O)C(=O)O)C 3-(9-((4-(aminomethyl)-2-methylphenyl)carbamoyl)-4,5-dihydrobenzo[b]thieno[2,3-d]oxepin-8-yl)-5-methyl-6-(propylcarbamoyl)picolinic acid